(S)-2-Amino-N'-(3,4-dihydroxybenzylidene)-3-hydroxypropanehydrazide N[C@H](C(=O)NN=CC1=CC(=C(C=C1)O)O)CO